C(OC(CCCCCCCCC)CN1C(CCC2=CC=C(C=C12)CCN1CCN(CC1)C1=CC(=CC2=C1C=CS2)F)=O)([O-])=O (7-(2-(4-(6-fluorobenzothiophen-4-yl)piperazin-1-yl)ethyl)-2-oxo-3,4-dihydroquinoline-1(2H)-yl)methyldecyl carbonate